N[C@H](C1CCN(CC1)C(=O)C=1N=CC(N(C1)C)=O)C1=C(C=C(C(=C1)Cl)Cl)O 5-[4-[(R)-amino(4,5-dichloro-2-hydroxyphenyl)methyl]piperidine-1-carbonyl]-1-methylpyrazin-2-one